NC1=NC2=CC=C(C=C2C=C1O[C@@H](C)C1=C(C=C2C=NN(C2=C1)CC(=O)O)N1N=CC=C1)F [6-{(1S)-1-[(2-amino-6-fluoroquinolin-3-yl)oxy]ethyl}-5-(1H-pyrazol-1-yl)-1H-indazol-1-yl]acetic acid